(S)-3-(3-chloro-2-methylphenyl)isoxazolidine ClC=1C(=C(C=CC1)[C@H]1NOCC1)C